ClC1=NN2C=3CCCN(C3C=NC2=C1)C1=CC=C(C=C1)[C@H](C(F)(F)F)N(C(=O)[C@H]1CNC(C1)=O)C |o1:28| rel-(R)-N-[(1R)-1-[4-(4-chloro-2,3,7,10-tetrazatricyclo[7.4.0.02,6]trideca-1(9),3,5,7-tetraen-10-yl)phenyl]-2,2,2-trifluoro-ethyl]-N-methyl-5-oxo-pyrrolidine-3-carboxamide